C(C)(C)(C)OC(=O)N([C@H]1CN(CC1)C1=NC=C(C(=N1)OCC)C(=O)O)C (R)-2-(3-((tert-Butoxycarbonyl)(methyl)amino)pyrrolidin-1-yl)-4-ethoxypyrimidine-5-carboxylic acid